BrC=1C=C(C=CC1)C1(CC(C1)OC)C(=O)[O-] (1r,3r)-1-(3-bromophenyl)-3-methoxycyclobutane-1-carboxylate